C(C)OC1=C(C=C(C=C1)F)I 1-ethoxy-4-fluoro-2-iodo-benzene